[Br-].O1COC2=C1C=CC(=C2)C[P+](C2=CC=CC=C2)(C2=CC=CC=C2)C2=CC=CC=C2 (benzo[d][1,3]dioxol-5-ylmethyl)triphenylphosphonium bromide